2-(hydroxyimino)-5-isopropyl-2,3-dihydro-1H-inden-1-one ON=C1C(C2=CC=C(C=C2C1)C(C)C)=O